2-amino-3-(1,3-benzodioxol-5-yl)propanoic acid NC(C(=O)O)CC1=CC2=C(OCO2)C=C1